ClC=1C(=NC(=NC1)N[C@@H]1[C@H]([C@H]2CC[C@@H](C1)O2)O)C2=CC(=C1C(=C(N(C1=C2)C(C)C)C(C)(C)O)C#N)F 6-(5-chloro-2-(((1R,2R,3S,5S)-2-hydroxy-8-oxabicyclo[3.2.1]octan-3-yl)amino)pyrimidin-4-yl)-4-fluoro-2-(2-hydroxypropan-2-yl)-1-isopropyl-1H-indole-3-carbonitrile